(R)-N-((5-chloro-4-(trifluoromethyl)pyrimidin-2-yl)(4-chlorophenyl)methyl)-2-methylpropane-2-sulfinamide ClC=1C(=NC(=NC1)C(N[S@](=O)C(C)(C)C)C1=CC=C(C=C1)Cl)C(F)(F)F